N=C=C aza-allene